4-(trifluoromethyl)-1-azabicyclo[2.2.2]octan-3-one FC(C12C(CN(CC1)CC2)=O)(F)F